FC(C(=O)O)(F)F.FC(C(=O)O)(F)F.N1N[C@@H](CCC1)C(=O)OC methyl (S)-hexahydropyridazine-3-carboxylate bis(2,2,2-trifluoroacetate)